trityl-L-histidine hydrazide C(C1=CC=CC=C1)(C1=CC=CC=C1)(C1=CC=CC=C1)N[C@@H](CC1=CNC=N1)C(=O)NN